(R)-2-(((1S,4R)-3,3-dimethyl-4-(4-(5,6,7,8-tetrahydro-1,8-naphthyridin-2-yl)butoxy)cyclopentyl)(methyl)amino)-2-((S)-1-methylisochroman-8-yl)acetic acid CC1(C[C@@H](C[C@H]1OCCCCC1=NC=2NCCCC2C=C1)N([C@@H](C(=O)O)C=1C=CC=C2CCO[C@H](C12)C)C)C